C1(CCCCC1)NC(=S)N1CCC(CC1)CN1[C@@H]([C@H]([C@@H]([C@H](C1)OCC1=CC=CC=C1)OCC1=CC=CC=C1)OCC1=CC=CC=C1)C N-cyclohexyl-4-(((2r,3r,4r,5s)-3,4,5-tris(benzyloxy)-2-methylpiperidin-1-yl)methyl)piperidine-1-thiocarboxamide